[Cl-].C(C1=CC=CC=C1)(=O)C1=CC=C(C[N+](C)(C)CCOC(C=C)=O)C=C1 4-benzoylbenzylacryloyloxyethyl-dimethylammonium chloride